[N+](=O)([O-])C1=C(OCC(=O)C2=CC=C(C=C2)OC)C=CC=C1 2-(2-nitrophenoxy)-1-(4-methoxyphenyl)ethanone